D-Glutamin N[C@H](CCC(N)=O)C(=O)O